ClC=1C=C(C=CC1)C=1C=C(C(=NC1)C(=O)NCC(C(=O)OC(C)(C)C)(C)C)O tert-butyl 3-(5-(3-chlorophenyl)-3-hydroxypicolinamido)-2,2-dimethylpropionate